N-(5-((6-Methoxy-7-(3-(piperidin-1-yl)propoxy)chinolin-4-yl)oxy)pyridin-2-yl)-4-phenyl-7,8-dihydro-6H-5,8-ethanopyrido[3,2-d]pyrimidin-2-carboxamid COC=1C=C2C(=CC=NC2=CC1OCCCN1CCCCC1)OC=1C=CC(=NC1)NC(=O)C=1N=C(C2=C(N1)C1CCN2CC1)C1=CC=CC=C1